6-fluoro-2-((4-(pyrrolidin-1-yl)butyl)thio)-1,4-dihydroquinazoline FC=1C=C2CN=C(NC2=CC1)SCCCCN1CCCC1